tert-butyl 6-((diphenylmethylene)amino)-4-fluoro-1H-indole-1-carboxylate C1(=CC=CC=C1)C(C1=CC=CC=C1)=NC1=CC(=C2C=CN(C2=C1)C(=O)OC(C)(C)C)F